3-[(3,4-Dimethoxyphenoxyethylthio)methyl]-1H-1,2,4-triazole-5(4H)-thione COC=1C=C(OCCSCC2=NNC(N2)=S)C=CC1OC